[N+](=O)([O-])C1=CC=C(C=C1)OC(O)=O.FC=1C=CC2=C(C(=C(O2)[C@H](C(C)C)NC(N[C@@H]2C[C@H](CCC2)C(=O)N)=O)C)C1 (1S,3S)-3-(3-((S)-1-(5-fluoro-3-methylbenzofuran-2-yl)-2-methylpropyl)ureido)cyclohexane-1-carboxamide p-nitrophenyl-carbonate